(4-(trifluoromethyl)phenoxy)quinoline 1-oxide FC(C1=CC=C(OC2=[N+](C3=CC=CC=C3C=C2)[O-])C=C1)(F)F